2-((R)-3-((4-(2-(methoxymethoxy)-4-(trifluoromethyl)phenyl)pyrazolo[1,5-d][1,2,4]triazin-7-yl)amino)piperidin-1-yl)cyclopentan-1-ol COCOC1=C(C=CC(=C1)C(F)(F)F)C=1C=2N(C(=NN1)N[C@H]1CN(CCC1)C1C(CCC1)O)N=CC2